FC=1C=C(CCN(C(OC(C)(C)C)=O)CCCF)C=C(C1CO)F tert-butyl (3,5-difluoro-4-(hydroxymethyl)phenethyl)(3-fluoropropyl)carbamate